2-(2-pyridyl)thiazole-4-carbohydrazide N1=C(C=CC=C1)C=1SC=C(N1)C(=O)NN